BrC=1C=CC(=C(C1)NC(=O)C1CN(CC1)C)F N-(5-bromo-2-Fluoro-phenyl)-1-methyl-pyrrolidine-3-carboxamide